FC(C(=O)O)(F)F.C[C@H]1N(CCOC1)C1=C2C(=C3C(=N1)N(N=C3)C3=NNC=C3)N(CC2)CCO (R)-2-(4-(3-methylmorpholinyl)-6-(1H-pyrazol-3-yl)-2,3-dihydropyrazolo[3,4-b]pyrrolo[2,3-d]pyridin-1(6H)-yl)ethanol trifluoroacetate